F[C@]1([C@H]([C@H]([C@@](O1)(N1C(=O)N=C(NC(C)=O)C=C1)C)O)O)CO 4'-fluoro-methyl-N-acetyl-cytidine